The molecule is an L-alpha-amino acid zwitterion that is allin in which a proton has been transferred from the carboxy group to the amino group. It is the major species at pH 7.3. It has a role as an antimicrobial agent, an antioxidant, a cardioprotective agent, a neuroprotective agent and a plant metabolite. It is a tautomer of an alliin. C=CC[S@](=O)C[C@@H](C(=O)[O-])[NH3+]